[6-(carboxy)pyridin-2-yl]-1,2-diaminoethane C(=O)(O)C1=CC=CC(=N1)C(CN)N